FC1=C(C(=CC=C1)C)B1OC(C(O1)(C)C)(C)C 2-(2-fluoro-6-methylphenyl)-4,4,5,5-tetramethyl-1,3,2-dioxaborolane